4,4'-bis(2-sulfostyryl)1,1'-biphenyl S(=O)(=O)(O)C1=C(C=CC2=CC=C(C=C2)C2=CC=C(C=C2)C=CC2=C(C=CC=C2)S(=O)(=O)O)C=CC=C1